[4-(difluoromethoxy)phenyl]-2-(3-fluorophenyl)-3-oxo-2,3-dihydropyridazine-4-carboxylic acid FC(OC1=CC=C(C=C1)C1=C(C(N(N=C1)C1=CC(=CC=C1)F)=O)C(=O)O)F